N-(4'-(Dimethylamino)-[1,1'-biphenyl]-3-yl)pyrrolidine-1-carboxamide CN(C1=CC=C(C=C1)C1=CC(=CC=C1)NC(=O)N1CCCC1)C